C(C)(C)(C)C=1C(=C(C=C(C1)CCC(=O)OC)N1N=C2C(=N1)C=CC=C2)O 2-(3-tert-butyl-2-hydroxy-5-(2-methoxycarbonyl-ethyl)phenyl)-2H-benzotriazole